ClC=1C=C(C=C(C1OC1=NNC(C(=C1)C(C)C)=O)Cl)C=1C(NC(N(N1)CC#N)=O)=O 2-(6-(3,5-dichloro-4-((5-isopropyl-6-oxo-1,6-dihydropyridazin-3-yl)oxy)phenyl)-3,5-dioxo-4,5-dihydro-1,2,4-triazin-2(3H)-yl)acetonitrile